ClC=1C(=C(C=CC1Cl)NC=1C2=C(N=CN1)C=C(C(=N2)[C@H]2CNCCC2)OC)F (R)-N-(3,4-dichloro-2-fluorophenyl)-7-methoxy-6-(piperidin-3-yl)pyrido[3,2-d]pyrimidin-4-amine